FC(S(=O)(=O)OC1=CC(=C(C=C1)C1=CC(=CC=C1)[N+](=O)[O-])\C=C\C(=O)N)(F)F (1E)-2-(3-amino-3-oxoprop-1-en-1-yl)-3'-nitrobiphenyl-4-yl trifluoromethanesulfonate